tert-butyl (R)-5-(4-carbamoylpiperazin-1-yl)-3-((methyl((S)-5,6,7,8-tetrahydroquinolin-8-yl)amino)methyl)-3,4-dihydroisoquinoline-2(1H)-carboxylate C(N)(=O)N1CCN(CC1)C1=C2C[C@@H](N(CC2=CC=C1)C(=O)OC(C)(C)C)CN([C@H]1CCCC=2C=CC=NC12)C